2-Butoxy-7-((2-isopropyl-1,2,3,4-tetrahydroisochinolin-7-yl)methyl)imidazo[2,1-f][1,2,4]triazin-4-amin C(CCC)OC1=NN2C(C(=N1)N)=NC=C2CC2=CC=C1CCN(CC1=C2)C(C)C